ClC=1C=C2C(=CC(=NC2=CC1)C(F)(F)F)N[C@@H]1C[C@@H](CCC1)NC(=O)C=1C=NN(C1C(F)F)COCC[Si](C)(C)C N-[(1r,3s)-3-[[6-chloro-2-(trifluoromethyl)-4-quinolinyl]amino]cyclohexyl]-5-(difluoromethyl)-1-(2-trimethylsilylethoxymethyl)pyrazole-4-carboxamide